C1(CCCC1)N1C=NC(=C1C1=C2C(=NC=C1)NC=C2)C2=CC=C(C=C2)F 4-(1-cyclopentyl-4-(4-fluorophenyl)-1H-imidazol-5-yl)-1H-pyrrolo[2,3-b]Pyridine